ClC1=C(C(=CC=C1)F)CC(=O)NC=1C=C(N=NC1)N(C(C)=O)C1=CC=C(C=C1)F N-{5-[2-(2-chloro-6-fluorophenyl)acetylamino]pyridazin-3-yl}-N-(4-fluorophenyl)acetamide